potassium-iron sulfide [Fe]=S.[K]